5-amino-3-methyl-1-phenyl-4-(4-hydroxyphenylazo)pyrazole NC1=C(C(=NN1C1=CC=CC=C1)C)N=NC1=CC=C(C=C1)O